(4-(2-(2-Aminopyridin-3-yl)-5-cyclobutyl-3H-imidazo[4,5-b]pyridin-3-yl)phenyl)methanol NC1=NC=CC=C1C1=NC=2C(=NC(=CC2)C2CCC2)N1C1=CC=C(C=C1)CO